(6-Bromo-2,3-dihydro-1H-inden-4-yl)methanol BrC1=CC(=C2CCCC2=C1)CO